1,3-dihydroinden-2-one C1C(CC2=CC=CC=C12)=O